C(C)(C)(C)N1N=C(C=C1NC1=NC(=CN=C1)OC1CCN(CC1)C)OCCCO 3-((1-(tert-butyl)-5-((6-((1-methylpiperidin-4-yl)oxy)pyrazin-2-yl)amino)-1H-pyrazol-3-yl)oxy)propan-1-ol